FC(C1=NC(=NO1)C=1C(=NC=CC1)C(=O)O)(F)F (5-(trifluoromethyl)-1,2,4-oxadiazol-3-yl)picolinic acid